Guanyl-urea phosphate P(=O)(O)(O)O.C(N)(=N)NC(=O)N